2-{[7-amino-4-(1-ethyl-1H-indazol-6-yl)-1-oxo-2,3-dihydro-1H-isoindol-2-yl]methyl}prop-2-enenitrile NC=1C=CC(=C2CN(C(C12)=O)CC(C#N)=C)C1=CC=C2C=NN(C2=C1)CC